N-(trans-4-(2-(7-(2,3-dichlorophenyl)-4,7-diazaspiro[2.5]octane-4-yl)ethyl)cyclohexyl)oxazole-2-carboxamide ClC1=C(C=CC=C1Cl)N1CCN(C2(CC2)C1)CC[C@@H]1CC[C@H](CC1)NC(=O)C=1OC=CN1